C(=O)(CCCCCCCCC)OCC(C)OC(=O)CCCCCCCCC propyleneglycol dicaprate